trans-Muconic acid C(\C=C\C=C\C(=O)O)(=O)O